The molecule is a 2,3-trans-enoyl CoA that results from the formal condensation of the thiol group of coenzyme A with the carboxy group of trans-2-nonenoic acid. It is a trans-2-enoyl-CoA and a monounsaturated fatty acyl-CoA. It is a conjugate acid of a trans-2-nonenoyl-CoA(4-). CCCCCC/C=C/C(=O)SCCNC(=O)CCNC(=O)[C@@H](C(C)(C)COP(=O)(O)OP(=O)(O)OC[C@@H]1[C@H]([C@H]([C@@H](O1)N2C=NC3=C(N=CN=C32)N)O)OP(=O)(O)O)O